4-fluorotetrahydrofuran-3-yl benzoate C(C1=CC=CC=C1)(=O)OC1COCC1F